BrC1=CC=CC=2OC(OC21)C2=CC=C(C=C2)Cl 4-bromo-2-(4-chlorophenyl)benzo[d][1,3]dioxole